BrC=1N=C2N(N1)C(C(=C2O)C(=O)OC)C2=CC(=CC(=C2)C(F)(F)F)F methyl 2-bromo-5-[3-fluoro-5-(trifluoromethyl) phenyl]-7-hydroxy-5H-pyrrolo[1,2-b][1,2,4]triazole-6-carboxylate